CN(CCC1=C(C(=CC(=C1NC1=NC=CC(=N1)C1=CN(C2=CC(=CC=C12)C#C[Si](C)(C)C)C)OC)NC)N)C (2-(dimethylamino)ethyl)-5-methoxy-N1-methyl-N4-(4-(1-methyl-6-((trimethylsilyl)ethynyl)-1H-indol-3-yl)pyrimidin-2-yl)benzene-1,2,4-triamine